1-(2-Isopropylphenyl)-3-[[4-[1-methyl-5-[4-(trifluoromethoxy)anilino]-1,2,4-triazol-3-yl]phenyl]methyleneamino]thiourea C(C)(C)C1=C(C=CC=C1)NC(=S)NN=CC1=CC=C(C=C1)C1=NN(C(=N1)NC1=CC=C(C=C1)OC(F)(F)F)C